S-benzyl-N-(m-tolylaminocarbonyl)-cysteine C(C1=CC=CC=C1)SC[C@H](NC(=O)NC=1C=C(C=CC1)C)C(=O)O